C12CN(CC(CC1)N2)C2=NC(=CC1=C2CNC1=O)N(C)C(C)C 4-(3,8-diazabicyclo[3.2.1]octan-3-yl)-6-(isopropyl(methyl)amino)-2,3-dihydro-1H-pyrrolo[3,4-c]pyridin-1-one